2-(2-(6-((cis)-2,6-dimethylmorpholino)pyridin-2-yl)-1,6-naphthyridin-7-yl)-N-(3-(N,N-dimethylsulfamoyl)phenyl)acetamide C[C@@H]1O[C@@H](CN(C1)C1=CC=CC(=N1)C1=NC2=CC(=NC=C2C=C1)CC(=O)NC1=CC(=CC=C1)S(N(C)C)(=O)=O)C